BrC=1C=C(C=C2C([C@H](COC12)CC=1C=CC(=C(C(=O)OC)C1)F)=O)CN1C(N(C=C1)C)=N methyl (S)-5-((8-bromo-6-((2-imino-3-methyl-2,3-dihydro-1H-imidazol-1-yl)methyl)-4-oxochroman-3-yl)methyl)-2-fluorobenzoate